C(C(C)C)O Iso-Butanol